tert-Butyl 5-(tert-butoxycarbonyl(2-(3-(3-(cyclopropylamino)-3-oxopropyl)phenyl) pyrimidin-4-yl)amino)-1H-indazole-1-carboxylate C(C)(C)(C)OC(=O)N(C=1C=C2C=NN(C2=CC1)C(=O)OC(C)(C)C)C1=NC(=NC=C1)C1=CC(=CC=C1)CCC(=O)NC1CC1